1H-benzo[d][1,2,3]triazol-1-yl (1,3-dioxoisoindolin-2-yl)(4-hydroxybenzyl)carbamate O=C1N(C(C2=CC=CC=C12)=O)N(C(ON1N=NC2=C1C=CC=C2)=O)CC2=CC=C(C=C2)O